2-methyl-butenal CC(C=O)=CC